2-[(tert-butoxycarbonyl)amino]-3-{[1-(6-nitrobenzo[d][1,3]dioxol-5-yl)ethyl]amino}propanoic acid tert-butyl ester C(C)(C)(C)OC(C(CNC(C)C1=CC2=C(OCO2)C=C1[N+](=O)[O-])NC(=O)OC(C)(C)C)=O